C(C=C)N1CCNCC1 4-prop-2-enylpiperazine